3,4,5,6-tetrahydrothieno[2,3-c][1,6]Naphthyridine-2(1H)-carboxylic acid benzyl ester C(C1=CC=CC=C1)OC(=O)N1CC=2C3=C(CNC2CC1)SC=C3